CC=1N(C(C2=CC(=C(C=C2C1)Br)F)=O)CC[C@@H]1[C@H](CCCC1)NC=1C=NN(C(C1C(F)(F)F)=O)COCC[Si](C)(C)C methyl-6-bromo-7-fluoro-2-[2-[(1R,2S)-2-[[6-oxo-5-(trifluoromethyl)-1-(2-trimethylsilylethoxymethyl)pyridazin-4-yl]amino]cyclohexyl]ethyl]isoquinolin-1-one